ClC=1N=C(C2=C(N1)N(C=C2F)C)Cl 2,4-dichloro-5-fluoro-7-methyl-7H-pyrrolo[2,3-d]pyrimidine